[N+](=O)([O-])C1=NC=C(C=C1)Br 2-Nitro-5-bromopyridine